ClC=1C=C(OC2C(C(C2(C)C)NC(C2=CC=C(C=C2)N2CCC(CC2)C(OC)OC)=O)(C)C)C=CC1C#N N-((1r,3r)-3-(3-chloro-4-cyanophenoxy)-2,2,4,4-tetramethylcyclobutyl)-4-(4-(dimethoxymethyl)piperidin-1-yl)benzamide